C(#N)[C@H](CC1=CC=C(C=C1)C=1C=CC2=C(N(C(O2)=O)C)C1)NC(=O)[C@H]1OC[C@H](CNC1)O |o1:27| (2S,6S*)-N-[(1S)-1-cyano-2-[4-(3-methyl-2-oxo-2,3-dihydro-1,3-benzoxazol-5-yl)phenyl]ethyl]-6-hydroxy-1,4-oxazepane-2-carboxamide